CC=1C=C2C(C=C(OC2=C(C1)C(C)NC1=C(C(=O)O)C=CC=C1)C1=CC=C(C=C1)N1C(COCC1)C)=O [1-[6-methyl-2-[4-(3-methylmorpholin-4-yl)phenyl]-4-oxo-chromen-8-yl]ethylamino]benzoic acid